P(=O)(OCCCOC(C=C)=O)([O-])[O-] acryloxypropyl phosphate